1-isopropyl-5-(trifluoromethyl)-1H-pyrazol-3-amine C(C)(C)N1N=C(C=C1C(F)(F)F)N